3-((2-(5-methoxy-1H-indol-3-yl)-2-oxoethyl)amino)-1-(4-methylbenzyl)-2-oxopyrrolidine COC=1C=C2C(=CNC2=CC1)C(CNC1C(N(CC1)CC1=CC=C(C=C1)C)=O)=O